2,4,5-tri(9H-carbazol-9-yl)-6-(indolin-1-yl)isophthalonitrile C1=CC=CC=2C3=CC=CC=C3N(C12)C1=C(C#N)C(=C(C(=C1C#N)N1C2=CC=CC=C2C=2C=CC=CC12)N1C2=CC=CC=C2C=2C=CC=CC12)N1CCC2=CC=CC=C12